3-((dimethylamino)methyl)-4-(3-methoxyphenyl)-1-((4-methylbenzyl)sulfonyl)piperidin-4-ol hydrochloride Cl.CN(C)CC1CN(CCC1(O)C1=CC(=CC=C1)OC)S(=O)(=O)CC1=CC=C(C=C1)C